C(C)(=O)OCC(=O)N1CCC(CC1)C(N(C)[C@H](C(F)(F)F)C1=CC=C(C=C1)N1C=2C=NC3=CC(=NN3C2CCC1)Cl)=O [2-[4-[[(1S)-1-[4-(4-chloro-2,3,7,10-tetrazatricyclo[7.4.0.02,6]trideca-1(9),3,5,7-tetraen-10-yl)phenyl]-2,2,2-trifluoro-ethyl]-methyl-carbamoyl]-1-piperidyl]-2-oxo-ethyl] acetate